ethyl 2-(4,5-dichloro-2-methoxyphenyl)-2-[4-(hydroxymethyl)piperidin-1-yl]acetate ClC1=CC(=C(C=C1Cl)C(C(=O)OCC)N1CCC(CC1)CO)OC